ClC1=C(C=C(C=C1)O)[N+](=O)[O-] 4-Chloro-3-nitrophenol